(5'S)-5'-(pyrazin-2-yl)-3-[([1,2,4]triazolo[4,3-a]pyrimidin-6-yl)methoxy]tetrahydro-3'H-spiro[cyclobutane-1,2'-pyrrolo[2,1-b][1,3]oxazol]-3'-one N1=C(C=NC=C1)[C@@H]1CCC2OC3(C(N21)=O)CC(C3)OCC=3C=NC=2N(C3)C=NN2